(((2R)-1-acetyl-4-(3-(cyclopropylmethoxy)-4-(difluoromethoxy) phenyl) pyrrolidine-2-carboxamido) methyl) isonicotinate C(C1=CC=NC=C1)(=O)OCNC(=O)[C@@H]1N(CC(C1)C1=CC(=C(C=C1)OC(F)F)OCC1CC1)C(C)=O